(S)-N-methyl-4-(5-methyl-7H-pyrrolo[2,3-d]pyrimidin-4-yl)-N-(piperidin-2-ylmethyl)-3,4-dihydro-2H-1,4-thiazine-6-carboxamide hydrochloride Cl.CN(C(=O)C1=CN(CCS1)C=1C2=C(N=CN1)NC=C2C)C[C@H]2NCCCC2